ClCC(O)C1=CC(=C(C=C1)F)F 2-chloro-1-(3,4-difluorophenyl)ethanol